O1CCN(CC1)C1=NC(=C2C=CC=NC2=C1)OC1CCC(CC1)NC(=O)C=1NC=CN1 N-((1s,4s)-4-((7-morpholino-1,6-naphthyridin-5-yl)oxy)cyclohexyl)-1H-imidazole-2-carboxamide